2-(benzyloxy)-4-(difluoromethoxy)-6-hydroxybenzaldehyde C(C1=CC=CC=C1)OC1=C(C=O)C(=CC(=C1)OC(F)F)O